(1-(1-(2,4-difluorophenyl)ethyl)-1H-pyrazol-4-yl)-5-(furan-2-yl)isoxazole-3-carboxamide FC1=C(C=CC(=C1)F)C(C)N1N=CC(=C1)C=1C(=NOC1C=1OC=CC1)C(=O)N